O1CCC2=C1C=CC(=C2)[C@H](C)N[S@](=O)C(C)(C)C (R)-N-((S)-1-(2,3-Dihydrobenzofuran-5-yl)ethyl)-2-methylpropane-2-sulfinamide